tert-Butyl N-[4-carbamoyl-2-isopropyl-5-[4-[2-oxo-2-[(5-spiro[2.3]hexan-2-ylisoxazol-3-yl)amino]ethyl]phenyl]pyrazol-3-yl]carbamate C(N)(=O)C1=C(N(N=C1C1=CC=C(C=C1)CC(NC1=NOC(=C1)C1CC12CCC2)=O)C(C)C)NC(OC(C)(C)C)=O